(1S,3S)-3-hydroxy-N-(5-{2-[4-(trifluoromethyl)phenyl]ethoxy}-1H-indol-3-yl)cyclobutane-1-carboxamide OC1CC(C1)C(=O)NC1=CNC2=CC=C(C=C12)OCCC1=CC=C(C=C1)C(F)(F)F